(±)-(3aR,12bR)-3-methyl-2,3,3a,4,5,12b-hexahydropyrrolo[3',2':3,4]pyrido[2,1-b]quinazolin-7(1H)-one CN1CC[C@@H]2[C@H]1CCN1C2=NC2=CC=CC=C2C1=O |r|